4-(4-(3-oxocyclohexane-1-ene-1-carbonyl)piperazin-1-yl)quinazoline O=C1C=C(CCC1)C(=O)N1CCN(CC1)C1=NC=NC2=CC=CC=C12